(S)-6-(1-phenylethoxy)-N-(5-(2,2,2-trifluoroethyl)-1H-pyrazol-3-yl)pyrazin-2-amine C1(=CC=CC=C1)[C@H](C)OC1=CN=CC(=N1)NC1=NNC(=C1)CC(F)(F)F